5-Cyclopropyl-2-((3-(3,6-dihydro-2H-pyran-4-yl)-2-(2,2,2-trifluoroethoxy)phenyl)amino)nicotinic acid C1(CC1)C=1C=NC(=C(C(=O)O)C1)NC1=C(C(=CC=C1)C=1CCOCC1)OCC(F)(F)F